OC(=O)C(F)(F)F.CN(C(OC(C)(C)C)=O)C1CCNCC1 tert-butyl N-methyl-N-(4-piperidyl)carbamate TFA salt